(S)-4-(4-(2-(aminooxy)-3-(t-butoxy)-3-oxopropoxy)phenyl)-2-(3-azidopropyl)-1-(3-((t-butoxycarbonyl)amino)propyl)-1H-pyrazol-2-ium NO[C@@H](COC1=CC=C(C=C1)C=1C=[N+](N(C1)CCCNC(=O)OC(C)(C)C)CCCN=[N+]=[N-])C(=O)OC(C)(C)C